[N+](=O)([O-])[O-].C(CCCCCCCC)[NH2+]CCCCCCCCCC nonyl-decyl-ammonium nitrate